C(C)(=O)OC(CC1=CC=CC=C1)(C)C (1,1-dimethyl-2-phenyl-ethyl) acetate